5-hydroxy-2-(hydroxymethyl)pyridine OC=1C=CC(=NC1)CO